1-((3R,4S)-4-((5-(1-(2,2-difluoroethyl)-1H-benzo[d][1,2,3]triazol-6-yl)-4-methoxypyrrolo[2,1-f][1,2,4]triazin-2-yl)amino)-3-fluoropiperidin-1-yl)-2-hydroxyethan-1-one FC(CN1N=NC2=C1C=C(C=C2)C=2C=CN1N=C(N=C(C12)OC)N[C@@H]1[C@@H](CN(CC1)C(CO)=O)F)F